The molecule is a dipeptide obtained by formal condensation of the carboxy group of L-tyrosine with the amino group of L-asparagine. It derives from a L-tyrosine and a L-asparagine. C1=CC(=CC=C1C[C@@H](C(=O)N[C@@H](CC(=O)N)C(=O)O)N)O